Cl.NC=1N=C(C2=C(N1)C(=CS2)C2=CCC1(CC(NC1)C(=O)O)CC2)O[C@@H](C(F)(F)F)C2=C(C=C(C=C2)Cl)N2N=C(C=C2)C 8-(2-amino-4-((R)-1-(4-chloro-2-(3-methyl-1H-pyrazol-1-yl)phenyl)-2,2,2-trifluoroethoxy)thieno[3,2-d]pyrimidin-7-yl)-2-azaspiro[4.5]dec-7-ene-3-carboxylic acid hydrochloride